C(#N)CCNC(=O)C=1C(=C2C(=NC1)SC(=N2)C2=CC=CC=C2)N[C@@H](CO)C (R)-N-(2-Cyanoethyl)-7-((1-hydroxypropan-2-yl)amino)-2-phenylthiazolo[5,4-b]pyridin-6-carboxamid